4-[2-(1-cyclopropyl-6-piperazin-1-yl-hexoxy)-5-(1-hydroxy-1-methyl-ethyl)phenyl]-6-methyl-1H-pyrrolo[2,3-c]pyridin-7-one C1(CC1)C(CCCCCN1CCNCC1)OC1=C(C=C(C=C1)C(C)(C)O)C=1C2=C(C(N(C1)C)=O)NC=C2